γ-Hexanolide C1(CC(CCC)O1)=O